1,3-dipropylpiperidinium mesylate S(C)(=O)(=O)[O-].C(CC)[NH+]1CC(CCC1)CCC